NC1=C(C(=CC=C1)F)C=1C(=CC2=C(N(S(N=C2N2C[C@H](N(C[C@@H]2C)C(C=C)=O)C)(=O)=O)C2=C(C=CC=C2CC)CC)N1)Cl 1-((2R,5S)-4-(7-(2-amino-6-fluorophenyl)-6-chloro-1-(2,6-diethylphenyl)-2,2-dioxido-1H-pyrido[2,3-c][1,2,6]thiadiazin-4-yl)-2,5-dimethyl-1-piperazinyl)-2-propen-1-one